(R)-1-(4-((1-(3-cyano-2-methylphenyl)ethyl)amino)-7-methoxy-2-methylquinazolin-6-yl)-N-(2-hydroxyethyl)-N-methylpiperidine-4-carboxamide C(#N)C=1C(=C(C=CC1)[C@@H](C)NC1=NC(=NC2=CC(=C(C=C12)N1CCC(CC1)C(=O)N(C)CCO)OC)C)C